C(CCCC=C)C=1NC=CN1 2-(5-hexenyl)imidazole